4-fluoro-2-(2-isopropoxypyridin-4-yl)-6-isopropylaniline FC1=CC(=C(N)C(=C1)C(C)C)C1=CC(=NC=C1)OC(C)C